tert-butyl 5-(4-(4-(benzo[d]thiazol-5-ylamino)quinolin-6-yl)-3-fluorobenzoyl)hexahydropyrrolo[3,4-c]pyrrole-2(1H)-carboxylate S1C=NC2=C1C=CC(=C2)NC2=CC=NC1=CC=C(C=C21)C2=C(C=C(C(=O)N1CC3C(C1)CN(C3)C(=O)OC(C)(C)C)C=C2)F